tert-Butyl 3-[4-amino-3-(dibenzylamino)-2-fluorophenyl]pyrrolidine-3-carboxylate NC1=C(C(=C(C=C1)C1(CNCC1)C(=O)OC(C)(C)C)F)N(CC1=CC=CC=C1)CC1=CC=CC=C1